2,4,5,6-tetra(diphenylamino)isophthalonitrile C1(=CC=CC=C1)N(C1=C(C#N)C(=C(C(=C1C#N)N(C1=CC=CC=C1)C1=CC=CC=C1)N(C1=CC=CC=C1)C1=CC=CC=C1)N(C1=CC=CC=C1)C1=CC=CC=C1)C1=CC=CC=C1